FC1(CNCCC1N1CCN(CC1)C1=C(C=C(N(C)C2C(NC(CC2)=O)=O)C=C1)F)F 3-[4-[4-(3,3-difluoro-4-piperidinyl)piperazin-1-yl]-3-fluoro-N-methyl-anilino]piperidine-2,6-dione